C(C)(C)(C)OC(N(C)CCCN(C(=O)C1=CC2=C(N=C(C1)N)C=C(C=C2)Br)CCC)=O (3-(2-amino-8-bromo-N-propyl-3H-benzo[b]azepin-4-carboxamido)propyl)(methyl)carbamic acid tert-butyl ester